CC(CN)(N)C 1,1-Dimethylethylenediamine